tert-butyl (S)-23-azido-18-(4-azidobutyl)-17,20-dioxo-4,7,10,13-tetraoxa-16,19-diazatricosanoate N(=[N+]=[N-])CCCC(N[C@H](C(NCCOCCOCCOCCOCCC(=O)OC(C)(C)C)=O)CCCCN=[N+]=[N-])=O